OCC1(CCC1)C1N(C(=CN1C(C)(C)C)C(=O)N)CCCCC (1-(hydroxymethyl)cyclobutyl)-3-tert-butyl-1-N-pentyl-1H-imidazole-5-carboxamide